OCC(=O)N1CCC2(CC1)CCC(CC2)N(C=2C1=C(N=CN2)NC=C1)C 2-Hydroxy-1-{9-[methyl-(7H-pyrrolo[2,3-d]pyrimidin-4-yl)-amino]-3-aza-spiro[5.5]undec-3-yl}-ethanone